2-(2,6-dioxopiperidin-3-yl)-4-(((1-(1-(tetrahydro-2H-pyran-4-carbonyl)piperidin-4-yl)-1H-pyrazol-4-yl)methyl)amino)isoindoline-1,3-dione O=C1NC(CCC1N1C(C2=CC=CC(=C2C1=O)NCC=1C=NN(C1)C1CCN(CC1)C(=O)C1CCOCC1)=O)=O